COC1=C(C=C2C(=CC=NC2=C1)NC1=CC(=CC(=C1)C=1SC=CC1)OC)C(=O)N 7-Methoxy-4-((3-Methoxy-5-(thiophen-2-yl)phenyl)amino)quinoline-6-carboxamide